ClC=1SC2=NC=C(C=C2N1)C(=O)O 2-chloro-[1,3]thiazolo[5,4-b]pyridine-6-carboxylic acid